C(C)(C)(C)OC(=O)N1[C@@H](CC1)C(=O)O (2S)-1-tert-butoxycarbonyl-azetidine-2-carboxylic acid